(S)-1-(4-((4-((2-fluoro-4-((2-(3-(hydroxymethyl)morpholino)pyridin-4-yl)oxy)phenyl)amino)-7-methoxyquinazolin-6-yl)amino)piperidin-1-yl)prop-2-en-1-one FC1=C(C=CC(=C1)OC1=CC(=NC=C1)N1[C@H](COCC1)CO)NC1=NC=NC2=CC(=C(C=C12)NC1CCN(CC1)C(C=C)=O)OC